rac-(1S*,2S*)-N-(6-((2R*,4S)-2-(6-(3-azabicyclo[3.1.0]hexan-3-yl)pyridin-3-yl)-4-hydroxypyrrolidin-1-yl)pyrimidin-4-yl)-2-(4-methylpyrimidin-2-yl)cyclopropane-1-carboxamide C12CN(CC2C1)C1=CC=C(C=N1)[C@@H]1N(C[C@H](C1)O)C1=CC(=NC=N1)NC(=O)[C@@H]1[C@H](C1)C1=NC=CC(=N1)C |o1:12,&1:27,28|